C(C)OC=1N=CC2=C(N1)NC=C2C2=CC=1C=NC=CC1S2 2-(2-ethoxy-7H-pyrrolo[2,3-d]pyrimidin-5-yl)thieno[3,2-c]pyridine